[Na].C(#N)C=1N=C(NC1C#N)C(F)(F)F 4,5-dicyano-2-trifluoromethyl-imidazole sodium